(4-(3,5-bis(trifluoromethyl)phenyl)-2-methyl-1,5,6,7-tetrahydro-s-indacen-1-yl)lithium FC(C=1C=C(C=C(C1)C(F)(F)F)C1=C2C=C(C(C2=CC=2CCCC12)[Li])C)(F)F